P(O)(=O)(OP(=O)(O)OP(=O)(O)O)OC[C@@H]1[C@H]([C@H]([C@@H](O1)N1C(=O)NC(=O)C=C1)F)O 2'-Fluoro-2'-deoxyuridine-5'-triphosphate